ClC1=C(CNC2=CC=CC=C2)C=CC(=C1)Cl 2,4-dichlorobenzyl-aniline